N2-(4,5-difluoro-1H-indol-3-yl)-7-fluoro-5-(trifluoromethyl)-1H-benzo[d]imidazole-1,2-diamine FC1=C2C(=CNC2=CC=C1F)NC1=NC2=C(N1N)C(=CC(=C2)C(F)(F)F)F